CC(=CCC1=C(C=CC=C1)P(C1=CC=CC=C1)C1=CC=CC=C1)C=CC1=C(CCCC1(C)C)C 3-methyl-5-(2,6,6-trimethyl-1-cyclohexen-1-yl)-2,4-pentadienyl-triphenylphosphine